ClC=1C=C2N3CCN(C[C@@H]3CNC2=NN1)C(=O)OC(C)(C)C tert-butyl (10S)-4-chloro-1,5,6,8,12-pentazatricyclo[8.4.0.02,7]tetradeca-2,4,6-triene-12-carboxylate